C(C)(=O)N1CCN(CC1)C=1C=C2CCN(CC2=CC1)CS(=O)(=O)N(C)CC1=C(C=CC=C1F)Cl 6-(4-acetylpiperazin-1-yl)-N-(2-chloro-6-fluoro-benzyl)-N-methyl-3,4-dihydroisoquinoline-2(1H)-methanesulfonamide